C(#N)C=1C=C(C=C(C1)F)CN1N=C(C(=C1)F)C(=O)N[C@@H]1C(N(C2=C(OC1)C=CC=N2)C)=O (S)-1-(3-cyano-5-fluorophenylmethyl)-4-fluoro-N-(5-methyl-4-oxo-2,3,4,5-tetrahydropyrido[3,2-b][1,4]oxazepin-3-yl)-1H-pyrazole-3-carboxamide